Methyl (2-(4-((tert-butoxycarbonyl)amino)phenyl)thiazole-4-carbonyl)-L-serinate C(C)(C)(C)OC(=O)NC1=CC=C(C=C1)C=1SC=C(N1)C(=O)N[C@@H](CO)C(=O)OC